1-(5-(9,9-dimethyl-8,9-dihydro-7H-pyrrolo[2,3-c][2,6]naphthyridin-3-yl)-4-methylpyridin-2-yl)propan-1-ol CC1(CNC=2N=CC3=CC(=NC=C3C21)C=2C(=CC(=NC2)C(CC)O)C)C